8-(8-amino-3-((5,6-dihydro-11H-imidazo[1,2-a]pyrazolo[1,5-d][1,4]diazepin-8-yl)amino)-7-fluoroisoquinolin-6-yl)-9-methyl-1,2-dihydro-4H-pyrido[3,2-f][1,3,5]oxathiazepine 3,3-dioxide NC=1C(=C(C=C2C=C(N=CC12)NC1=NN2CC=3N(CCC2=C1)C=CN3)C3=C(C=1NCS(COC1N=C3)(=O)=O)C)F